tert-butyl bis(2-(1H-1,2,4-triazole-1-carboxamido)ethyl)carbamate N1(N=CN=C1)C(=O)NCCN(C(OC(C)(C)C)=O)CCNC(=O)N1N=CN=C1